C(C1=CC=CC=C1)N1C(C=2N(CC1C(=O)NC1=CC3=CC=CC=C3C=C1)C=C(C(C2O)=O)C(=O)O)=O 2-benzyl-3-(naphthalen-2-ylaminocarbonyl)-9-hydroxy-1,8-dioxo-1,3,4,8-tetrahydro-2H-pyrido[1,2-a]pyrazine-7-carboxylic acid